(1R,3S)-3-(3-{[(5-methyl-1,2-oxazol-3-yl)acetyl]-amino}-1H-pyrazol-5-yl)-cyclopentyl (2S)-butan-2-ylcarbamate C[C@@H](CC)NC(O[C@H]1C[C@H](CC1)C1=CC(=NN1)NC(CC1=NOC(=C1)C)=O)=O